[K].[Si].[Ca] calcium-silicon potassium